N-(4-(4-carbamoyl-5-(pyrazin-2-ylamino)-1H-pyrazol-3-yl)phenyl)-3-(4-chlorophenyl)piperidine-1-carboxamide C(N)(=O)C=1C(=NNC1NC1=NC=CN=C1)C1=CC=C(C=C1)NC(=O)N1CC(CCC1)C1=CC=C(C=C1)Cl